(1-(4-(3-fluoro-4-methoxyphenyl)-5-methoxypyridin-2-yl)piperidin-4-yl)carbamic acid tert-butyl ester C(C)(C)(C)OC(NC1CCN(CC1)C1=NC=C(C(=C1)C1=CC(=C(C=C1)OC)F)OC)=O